NC1=NC=C(C2=C1C(=CO2)C2=CC(=C(C=C2)NS(=O)(=O)CC)OCC2=CC=C(C=C2)F)I N-(4-{4-amino-7-iodofuro[3,2-c]pyridin-3-yl}-2-[(4-fluorophenyl)methoxy]phenyl)ethane-1-sulfonamide